[1-[4-[1-(2,6-dioxo-3-piperidyl)-3-methyl-2-oxo-benzimidazol-5-yl]but-3-ynyl]-4-piperidyl methyl] carbamate C(N)(OCC1CCN(CC1)CCC#CC1=CC2=C(N(C(N2C)=O)C2C(NC(CC2)=O)=O)C=C1)=O